Cl.ClC=1C(=NC(=NC1)N[C@H]1CNCC1)NC1=C(C=CC=C1)P(C)(C)=O (R)-(2-((5-chloro-2-(pyrrolidin-3-ylamino)pyrimidin-4-yl)amino)phenyl)dimethylphosphine oxide hydrochloride